C[C@H](CC=O)[C@H]1CC[C@@H]2[C@@]1(CC[C@H]3[C@H]2CC=C4[C@@]3(CC[C@@H](C4)O)C)C 3beta-hydroxy-24-norchol-5-en-23-al